FC(C=1NC=C(N1)C(=O)N)(F)F 2-(trifluoromethyl)imidazole-4-carboxamide